N-[(1R)-1-(3,4-dimethoxyphenyl)ethyl]-2-[[[2-(prop-2-enoylamino)acetyl]amino]methyl]benzamide COC=1C=C(C=CC1OC)[C@@H](C)NC(C1=C(C=CC=C1)CNC(CNC(C=C)=O)=O)=O